FC(OC1=CC=C2C(=NC=NC2=C1)N1CCC(CC1)CCP(O)(O)=O)(F)F (2-(1-(7-(trifluoromethoxy)quinazolin-4-yl)piperidin-4-yl)ethyl)phosphonic acid